5-fluoro-7-(2-hydroxyethoxy)-2-(((tetrahydro-2H-pyran-4-yl)thio)methyl)quinazolin-4(3H)-one FC1=C2C(NC(=NC2=CC(=C1)OCCO)CSC1CCOCC1)=O